4-[6-chloro-8-fluoro-4-piperazin-1-yl-2-[3-(1-piperidyl)azetidin-1-yl]quinazolin-7-yl]-1,3-benzothiazol-2-amine ClC=1C=C2C(=NC(=NC2=C(C1C1=CC=CC2=C1N=C(S2)N)F)N2CC(C2)N2CCCCC2)N2CCNCC2